C(=O)C=1C(=NNC1)C(=O)N 4-FORMYL-1H-PYRAZOLE-3-CARBOXAMIDE